BrC1=CC(=C(C=C1)NC1=C(C2=C(C=CO2)C=C1C(=O)NOCCO)F)F 6-((4-bromo-2-fluorophenyl)amino)-7-fluoro-N-(2-hydroxyethoxy)benzofuran-5-carboxamide